FC1=CC=C(C=C1)[C@H](CN[C@H](C)CCC)O (R)-1-(4-fluorophenyl)-2-(((R)-pent-2-yl)amino)ethan-1-ol